glyceryl myristate C(CCCCCCCCCCCCC)(=O)OCC(O)CO